propyl-methyl-propyl-cyclopentanone C(CC)C1C(C(CC1)=O)(CCC)C